2-(2-cyanoethyl)nicotinic acid C(#N)CCC1=C(C(=O)O)C=CC=N1